C(C)(C)(C)[S@](=O)\N=C(/C=1C=NC(=NC1)N1CCN(CC1)C(=O)OC(C)(C)C)\C1=CC=C(C=C1)F tert-butyl 4-{5-[(Z)-{[(S)-tert-butylsulfinyl]imino}(4-fluorophenyl)methyl]pyrimidin-2-yl}piperazine-1-carboxylate